FP(O)(O)=O fluorophosphonic acid